N/C(/C(=O)[O-])=C\C aminocrotonoate